N1CCC(CC1)C1=NC(=NO1)C=1C=NC=CC1 3-[5-(Piperidin-4-yl)-1,2,4-oxadiazol-3-yl]pyridine